COC(C(CC(=O)OC)=CC1=C(C=CC=C1)OCCC)=O 2-propoxybenzylidenesuccinic acid dimethyl ester